C1(CCCCCN1)=O.[Pb] lead caprolactam